Cl.C12CC(CC(CC1)N2)NC2=NC=C(C(=C2)C(=O)N2C[C@@H]([C@H](CC2)N2CC1=CC=CC=C1CC2)O)F (2-((8-azabicyclo[3.2.1]octan-3-yl)amino)-5-fluoropyridin-4-yl)((3S,4S)-4-(3,4-dihydroisoquinolin-2(1H)-yl)-3-hydroxypiperidin-1-yl)methanone HCl salt